C(OCCC)(=O)F ethylmethyl Fluorocarbonate